(5Z)-7-[(1R,4S,5S,6R)-6-[(1E,3S)-3-hydroxy-1-octenyl]-2-oxabicyclo[2.2.1]hept-5-yl]-5-heptenoic acid O[C@H](/C=C/[C@@H]1[C@H]([C@H]2CO[C@@H]1C2)C\C=C/CCCC(=O)O)CCCCC